C(C)(C)(C)C1=C(C(=CC(=C1)COC)C(C)(C)C)O 2,6-di-t-butyl-4-methoxymethylphenol